N-[5-(1,3-benzothiazol-6-yl)-4-fluoro-2-[rac-(3R,5S)-3,4,5-trimethylpiperazin-1-yl]phenyl]-4-(difluoromethyl)-1-methyl-6-oxopyridine-3-carboxamide S1C=NC2=C1C=C(C=C2)C=2C(=CC(=C(C2)NC(=O)C2=CN(C(C=C2C(F)F)=O)C)N2C[C@H](N([C@H](C2)C)C)C)F |r|